N1N=CC2=CC(=CC=C12)C(C)NC(=O)C=1OC=C(N1)C1=NC(=NC=C1C)NC1=CC=NN1C N-(1-(1H-indazol-5-yl)ethyl)-4-(5-methyl-2-((1-methyl-1H-pyrazol-5-yl)amino)pyrimidin-4-yl)oxazole-2-carboxamide